1,2-O-isopropylidene-D-glycerol CC1(OCC(O1)CO)C